5-chloro-2-({[(3-methyloxetan-3-yl)methyl]amino}methyl)-7,8-dihydro-6H-spiro[[1,3]oxazolo[5,4-f]quinazoline-9,1'-cyclohexane]-7-one ClC=1C=C2C(=C3C1NC(NC31CCCCC1)=O)OC(=N2)CNCC2(COC2)C